C(C)(C)(C)C1=CC(=CC(=C1O)C)C 6-tertiary butyl-2,4-dimethylphenol